COC=1C=C(CN(C2=CC(=NC=C2)CN2CCOCC2)CC2=CC=C3C=CC=NC3=C2)C=CC1 N-(3-methoxybenzyl)-2-(morpholinomethyl)-N-(quinolin-7-ylmethyl)pyridin-4-amine